ClC1=CC(=C(C=C1)CCN1N=C(C=CC1=O)N1CCNCC1)F 2-(4-chloro-2-fluorophenylethyl)-6-(piperazin-1-yl)pyridazin-3(2H)-one